FC(C(=O)O)(F)F.C1(CC1)C=1C(=NC=NC1)N1CCNCC1 5-cyclopropyl-4-(piperazin-1-yl)pyrimidine 2,2,2-trifluoroacetate